indium-scandium [Sc].[In]